C(#N)CCC(=O)NC1=CNC2=CC=C(C=C12)C=1C=NN(C1)C1=CC=C(C=C1)CC 3-cyano-N-{5-[1-(4-ethylphenyl)-1H-pyrazol-4-yl]-1H-indol-3-yl}propanamide